7-((3,4-Difluorobenzyl)oxy)-2-isobutyryl-3,4,11,11a-tetrahydro-1H-pyrazino[1',2':3,4]imidazo[1,2-c]pyrimidin-9(2H)-one FC=1C=C(COC=2C=C3N(C(N2)=O)CC2N3CCN(C2)C(C(C)C)=O)C=CC1F